OC=1C=C(NC1)C(=O)O 4-hydroxypyrrole-2-carboxylic acid